C1(CC1)NC(C1=C(C(=C(C(=C1)CC1=C(C(=NC=C1)NS(=O)(=O)CC)F)F)F)NC1=C(C=C(C=C1)I)F)=O N-cyclopropyl-5-[[2-(ethylsulfonylamino)-3-fluoropyridin-4-yl]methyl]-3,4-difluoro-2-(2-fluoro-4-iodoanilino)benzamide